3-amino-5-fluoropicolinate NC=1C(=NC=C(C1)F)C(=O)[O-]